CC(C)C(=O)O propan-2-carboxylic acid